(3S)-1-[3-pyridazin-4-yl-1-(2-trimethylsilylethoxymethyl)pyrrolo[2,3-b]pyridin-4-yl]piperidin-3-amine N1=NC=C(C=C1)C1=CN(C2=NC=CC(=C21)N2C[C@H](CCC2)N)COCC[Si](C)(C)C